(S)-3-(6-(3-Chloro-4-(2-chloro-3-(5-(((2-hydroxypropyl)amino)methyl)-6-methoxypyridin-2-yl)phenyl)pyridin-2-yl)-8-methoxy-3,4-dihydroisoquinolin-2(1H)-yl)propanoic acid ClC=1C(=NC=CC1C1=C(C(=CC=C1)C1=NC(=C(C=C1)CNC[C@H](C)O)OC)Cl)C=1C=C2CCN(CC2=C(C1)OC)CCC(=O)O